(2S)-2-amino-N-[4-bromo-3-chloro-2-(3-fluoropyridine-2-carbonyl)phenyl]propanamide N[C@H](C(=O)NC1=C(C(=C(C=C1)Br)Cl)C(=O)C1=NC=CC=C1F)C